6-(2,4-dinitrophenyl)aminocaproic acid [N+](=O)([O-])C1=C(C=CC(=C1)[N+](=O)[O-])NCCCCCC(=O)O